NCCOCCOCCOC1=NC(=NC(=C1)C(F)(F)F)N[C@@H]1[C@H]([C@H]([C@H](OC1)COC1=CC=CC=C1)O)O (2R,3R,4R,5S)-5-((4-(2-(2-(2-aminoethoxy)ethoxy)ethoxy)-6-(trifluoromethyl)pyrimidin-2-yl)amino)-2-(phenoxymethyl)tetrahydro-2H-pyran-3,4-diol